piperidin-4-yl-5-(trifluoromethyl)pyrimidin-2-amine N1CCC(CC1)C1=NC(=NC=C1C(F)(F)F)N